[2-(3-fluorophenyl)-2-hydroxyethyl]-5-phenyl-octahydrocyclopenta[c]pyrrol-5-ol FC=1C=C(C=CC1)C(CC1NCC2C1CC(C2)(O)C2=CC=CC=C2)O